CC(CC(C)(C)C)(C)C1=CC=C(C=C1)OC(C(C(=O)OC1=CC=C(C=C1)C(CC(C)(C)C)(C)C)(CC1=CC(=C(C(=C1)C(C)(C)C)O)C(C)(C)C)CC1=CC(=C(C(=C1)C(C)(C)C)O)C(C)(C)C)=O di(4-(1,1,3,3-tetramethylbutyl)phenyl)-2,2-bis(3,5-di-tert-butyl-4-hydroxybenzyl)malonate